FC=1C=C(C(=O)N)C=CC1OC1=CC=C(C=C1)CN1C(CCC1)C=1C(=NN(C1)C)OC (-)-3-fluoro-4-(4-{[2-(3-methoxy-1-methyl-1H-pyrazol-4-yl)pyrrolidin-1-yl]methyl}phenoxy)benzamide